C1(CC1)CN1C[C@H]([C@@H](CC1)NC(=O)C1=NOC(=N1)C1=C(C=C(C=C1)F)F)C(=O)O |r| rac-(3R,4R)-1-cyclopropylmethyl-4-{[5-(2,4-difluoro-phenyl)-[1,2,4]oxadiazole-3-carbonyl]-amino}-piperidine-3-carboxylic acid